CN1CC2=C(C=C(C=C2C(C1)C=1C=C(C=CC1)S(=O)(=O)Cl)C)C 3-(2,6,8-trimethyl-1,2,3,4-tetrahydroisoquinolin-4-yl)benzene-1-sulfonyl chloride